[6-[3-(1-hydroxycyclopropyl)-1,2,4-triazol-1-yl]-2-azaspiro[3.3]heptan-2-yl]-[3-[3-[[1-(trifluoromethyl)cyclopropyl]methylamino]-1-bicyclo[1.1.1]pentanyl]azetidin-1-yl]methanone OC1(CC1)C1=NN(C=N1)C1CC2(CN(C2)C(=O)N2CC(C2)C23CC(C2)(C3)NCC3(CC3)C(F)(F)F)C1